(S)-3-((R)-3-(((benzyloxy)carbonyl)amino)-2,3-dihydrobenzofuran-5-yl)-2-((R)-1-(tert-butoxycarbonyl)pyrrolidin-3-yl)propionic acid C(C1=CC=CC=C1)OC(=O)N[C@H]1COC2=C1C=C(C=C2)C[C@H](C(=O)O)[C@@H]2CN(CC2)C(=O)OC(C)(C)C